FC1=C(C(=CC=C1)F)C1=CC=CC2=C1C(=NO2)N2C(N1[C@H](CC2)C([C@@H](C1)NS(=O)(=O)C1CC1)(F)F)=O N-{(4aR,6R)-2-[4-(2,6-difluorophenyl)-1,2-benzoxazol-3-yl]-5,5-difluoro-1-oxooctahydropyrrolo[1,2-c]pyrimidin-6-yl}cyclopropanesulfonamide